(propan-2-yl)-6-[3-(trifluoromethyl)phenyl]imidazo[1,2-a]pyrazine CC(C)C=1N=C2N(C=C(N=C2)C2=CC(=CC=C2)C(F)(F)F)C1